2,3-dihydro-5-methoxy-2-[(4-trifluoromethylphenyl)methylene]-1H-indenone COC=1C=C2CC(C(C2=CC1)=O)=CC1=CC=C(C=C1)C(F)(F)F